FC(CCCN1CCN(CC1)C=1C=C2CN(C(C2=C(C1)OC(F)F)=O)C1C(NC(CC1)=O)=O)(COC1=CC=C(C=C1)[C@H]1[C@H](CCC2=CC(=CC=C12)O)C1=CC=CC=C1)F 3-[5-[4-[4,4-difluoro-5-[4-[(1R,2S)-6-hydroxy-2-phenyl-tetralin-1-yl]phenoxy]pentyl]piperazin-1-yl]-7-(difluoromethoxy)-1-oxo-isoindolin-2-yl]piperidine-2,6-dione